(6R,8aS)-6-[8-Amino-1-(4-{(1R)-1-[3-(difluoromethyl)phenyl]-1-hydroxyethyl}phenyl)imidazo[1,5-a]pyrazin-3-yl]-1,1-dimethyltetrahydro-1H-[1,3]oxazolo[4,3-c][1,4]oxazin-3-on NC=1C=2N(C=CN1)C(=NC2C2=CC=C(C=C2)[C@@](C)(O)C2=CC(=CC=C2)C(F)F)[C@H]2CN1[C@@H](CO2)C(OC1=O)(C)C